4-(3-Methylpiperazin-1-yl)-N-(quinoxalin-6-ylmethyl)pyridin-3-amine CC1CN(CCN1)C1=C(C=NC=C1)NCC=1C=C2N=CC=NC2=CC1